ClC1=CC(=NC(=N1)S(=O)(=O)C)N1CCOCC1 4-(6-chloro-2-methanesulfonylpyrimidin-4-yl)morpholine